(S)-tert-butyl (1-oxo-1-((4'-(trifluoromethoxy)-[1,1'-biphenyl]-4-yl) Amino)pentan-2-yl)carbamate O=C([C@H](CCC)NC(OC(C)(C)C)=O)NC1=CC=C(C=C1)C1=CC=C(C=C1)OC(F)(F)F